N4,N4'-diphenyl-N4,N4'-bis(9-phenyl-9H-carbazole-3-yl)-[1,1'-biphenyl]-4,4'-diamine C1(=CC=CC=C1)N(C1=CC=C(C=C1)C1=CC=C(C=C1)N(C=1C=CC=2N(C3=CC=CC=C3C2C1)C1=CC=CC=C1)C1=CC=CC=C1)C=1C=CC=2N(C3=CC=CC=C3C2C1)C1=CC=CC=C1